4-benzyl-N-(3-(2-methoxyethyl)-4-oxo-3,4-dihydroquinazolin-6-yl)piperidine-1-carboxamide C(C1=CC=CC=C1)C1CCN(CC1)C(=O)NC=1C=C2C(N(C=NC2=CC1)CCOC)=O